2,3-dihydrothieno[3,2-d]pyrimidin-4(1H)-one N1CNC(C2=C1C=CS2)=O